C(C1=CC=CC=C1)OC1=C2C(=CNC2=CC=C1)CCNC(C)C N-(2-(4-(benzyloxy)-1H-indol-3-yl)ethyl)propan-2-amine